C(CCCCCC)C=1NC(=CC1)CCCCCCC 2,5-di-n-heptylpyrrole